phosphoric acid monopotassium salt [K+].P([O-])(O)(O)=O